aluminum hydroxide Aluminum Hydroxide [OH-].[Al+3].[OH-].[Al+3]